CN(C1[NH+](CCN1C)C)C 2-dimethylamino-1,3-dimethylimidazolinium